CN1C2=NCCC[NH+]2CCC1 7-methyl-1,5,7-triazabicyclo[4.4.0]dec-5-enium